[OH-].C(C)[N+](CCCS(=O)(=O)O)(C)C ethyl-dimethyl-(3-sulfopropyl)ammonium hydroxide